FC([C@H]1N(C(OC1)=O)[14C]=1N=C2N(CCOC3=C2C=CC(=C3)N[C@H](C(=O)N)C)C1)F (2S)-2-[[2-[(4S)-4-(difluoromethyl)-2-keto-oxazolidin-3-yl]-5,6-dihydro[2-14C]imidazolo[1,2-d][1,4]benzoxazepin-9-yl]amino]propionamide